C(C)OCCN(CCC(C(=O)O)NC(C1=C(C=CC=C1)C(F)(F)F)=O)CCCCC1=NC=2NCCCC2C=C1 4-[2-ethoxyethyl-[4-(5,6,7,8-tetrahydro-1,8-naphthyridin-2-yl)butyl]amino]-2-[[2-(trifluoromethyl)benzoyl]amino]butanoic acid